Methyl 2-(4-amino-1-cyclobutyl-1H-pyrazolo[3,4-d]pyrimidin-3-yl)-3-chloro-1H-indole-6-carboxylate NC1=C2C(=NC=N1)N(N=C2C=2NC1=CC(=CC=C1C2Cl)C(=O)OC)C2CCC2